N-(4-Amino-1H-pyrazolo[4,3-c]pyridin-7-yl)-N'-benzyl-N'-chroman-4-yl-oxamide NC1=NC=C(C2=C1C=NN2)NC(=O)C(=O)N(C2CCOC1=CC=CC=C21)CC2=CC=CC=C2